[Br-].[Br-].COC1=CC(=NC=C1)C1=NC=CC(=C1)OC.[Ni+2] nickel (4,4'-dimethoxy-2,2'-bipyridine) dibromide